bromine bisphenol A OC1=CC=C(C=C1)C(C)(C)C1=CC=C(C=C1)O.[Br]